[NH+]=1NN=NC1.C(C)(C)NC(C)C diisopropylamine tetrazolium salt